(S)-N-((R or S)-(3-chloro-2,4-difluorophenyl)(6-(2,2,2-trifluoroethoxy)pyridin-3-yl)methyl)-2-oxoimidazolidine-4-carboxamide ClC=1C(=C(C=CC1F)[C@H](NC(=O)[C@H]1NC(NC1)=O)C=1C=NC(=CC1)OCC(F)(F)F)F |o1:8|